N-(1-methyl-6-(4-(tert-amyl)phenyl)-1H-pyrazolo[3,4-d]pyrimidin-4-yl)-5-nitrothiophene-2-carboxamide CN1N=CC=2C1=NC(=NC2NC(=O)C=2SC(=CC2)[N+](=O)[O-])C2=CC=C(C=C2)C(C)(C)CC